[N+](=O)([O-])C=1C(=C2C=CNC2=CC1)N1[C@@H]2CN([C@H](C1)C2)C(=O)OC(C)(C)C (1S,4S)-tert-Butyl 5-(5-nitro-1H-indol-4-yl)-2,5-diazabicyclo[2.2.1]heptane-2-carboxylate